5-(β-naphthyl)-bicyclo[2.2.1]-hept-2-ene C1=C(C=CC2=CC=CC=C12)C1C2C=CC(C1)C2